C(C)C=1C(=C2C(C(O2)=O)=CC1)CC 4-ethyl-epoxyethylbenzaldehyde